ClC=1C=C(CCNCC2=CC=3N(C(=C2)C=2C=C4CN(C(C4=CC2)=O)C2C(NC(CC2)=O)=O)C=NC3)C=CC1C 3-(5-(7-(((3-chloro-4-methylphenethyl)amino)methyl)imidazo[1,5-a]pyridin-5-yl)-1-oxoisoindolin-2-yl)piperidine-2,6-dione